Trans-3-(4-bromo-2-methylphenyl)-2,2-dimethylcyclopropanecarbonitrile BrC1=CC(=C(C=C1)[C@@H]1C([C@H]1C#N)(C)C)C